C1(CCCC1)N1[C@@H](C(N(C=2C=NC(=NC12)N(C1=C(C=C(C(=O)NCCOC2CCNCC2)C=C1)OC)C)C)=O)CC 4-[[(7R)-8-cyclopentyl-7-ethyl-5-methyl-6-oxo-7H-pteridin-2-yl]-methyl-amino]-3-methoxy-N-[2-(4-piperidyloxy)ethyl]benzamide